FC=1C=C(C=C(C1)OC1=CC(=CC=C1)F)[C@@H]1N(OCC1)C1=CC(=NC=N1)NC=1C(=CC(=C(C1)NC(C=C)=O)N1CCN(CC1)C)OC (R)-N-(5-((6-(3-(3-fluoro-5-(3-fluorophenoxy)-phenyl)isoxazolidin-2-yl)pyrimidin-4-yl)amino)-4-methoxy-2-(4-methylpiperazin-1-yl)phenyl)-acrylamide